C(C)(C)(C)OC(=O)N[C@@H](COC1=NC(=NC(=C1)C1=C(C=CC=C1C)C)NS(=O)(=O)C=1C=C(C(=O)O)C=CC1)CC1CC1 3-[[4-[(2R)-2-(tert-butoxycarbonylamino)-3-cyclopropyl-propoxy]-6-(2,6-dimethylphenyl)pyrimidin-2-yl]sulfamoyl]benzoic acid